FC(C1=C(C=CC=C1F)C=1CCCC2=C(C1C1=CC=C(C=C1)CC1CN(C1)CCCF)C=CC=C2)F 8-(2-(Difluoromethyl)-3-fluorophenyl)-9-(4-((1-(3-fluoropropyl)azetidin-3-yl)methyl)phenyl)-6,7-dihydro-5H-benzo[7]annulen